OCCOCCN1C=NC(=C1)C(=O)N 2-(2-hydroxyethoxy)ethyl-1H-imidazole-4-carboxamide